FC1=CC=C(CONC2=CC=CC=C2)C=C1 ((4-fluorobenzyl)oxy)aniline